3-(((7-Bromo-1-(o-tolyl)-2,4-dioxo-1,2,3,4-tetrahydroquinazolin-5-yl)oxy)methyl)piperazine-1-carboxylic acid tert-butyl ester C(C)(C)(C)OC(=O)N1CC(NCC1)COC1=C2C(NC(N(C2=CC(=C1)Br)C1=C(C=CC=C1)C)=O)=O